CC(C)NC(=O)N1CCNCC1 N-propan-2-ylpiperazin-1-carboxamid